3,2-dimethylquinoline CC=1C(=NC2=CC=CC=C2C1)C